thioethyleneoxide S1CCO1